(S)-4-(4-(4-((6-((1-acryloylpiperidin-4-yl)amino)-7-methoxyquinazolin-4-yl)amino)-3-fluorophenoxy)pyridin-2-yl)morpholine-2-carbonitrile C(C=C)(=O)N1CCC(CC1)NC=1C=C2C(=NC=NC2=CC1OC)NC1=C(C=C(OC2=CC(=NC=C2)N2C[C@H](OCC2)C#N)C=C1)F